(1s,2s)-N-(6-(7-(1-aminopropane-2-yl)-6-fluoro-5-methyl-1H-indazol-4-yl)imidazo[1,2-a]pyrazin-2-yl)-2-fluorocyclopropane-1-carboxamide NCC(C)C=1C(=C(C(=C2C=NNC12)C=1N=CC=2N(C1)C=C(N2)NC(=O)[C@H]2[C@H](C2)F)C)F